CN(C)CC(=O)C1=CC=CC=C1 N,N-dimethylaminoacetophenone